ethyl 5-[(1S)-1-methoxyethyl]-1-(pyridin-4-yl)-1H-pyrazole-4-carboxylate CO[C@@H](C)C1=C(C=NN1C1=CC=NC=C1)C(=O)OCC